C(CCCCC(=O)[O-])(=O)OC(C)(C)C.[Ag+] silver mono-tert-butyl adipate